CC(CC1=CC=CC=C1)(C)OC(C(CC=1C=C2C=NNC2=C(C1)C)NC(=O)N1CCC(CC1)N1C(NC2=CC=CC=C2C1)=O)=O 3-(7-Methyl-1H-indazol-5-yl)-2-{[4-(2-oxo-1,4-dihydro-2H-quinazolin-3-yl)-piperidine-1-carbonyl]-amino}-propionic acid 1,1-dimethyl-2-phenyl-ethyl ester